FC1=CC=C2C(CCC(C2=C1)O)(C)C 7-fluoro-4,4-dimethyl-1,2,3,4-tetrahydronaphthalen-1-ol